CCCC(C(CCC)O)O 4,5-Octanediol